OC1CN(C1)C1=CC=C(C=C1)N1C(N(CC1)C1=NC(=CC=C1)C1=NN=CN1C(C)C)=O 1-(4-(3-hydroxyazetidin-1-yl)phenyl)-3-(6-(4-isopropyl-4H-1,2,4-triazol-3-yl)pyridin-2-yl)imidazolidin-2-one